C1(CC1)C1=NC=NC(=C1B(O)O)OC (4-cyclopropyl-6-methoxy-5-pyrimidinyl)boranediol